(1S,3S,4S)-N-((R)-1-cyano-2-((R)-2-oxopiperidin-3-yl)ethyl)-2-((2,5-difluorophenyl)-L-alanyl)-5,5-difluoro-2-azabicyclo[2.2.2]octane-3-carboxamide C(#N)[C@@H](C[C@@H]1C(NCCC1)=O)NC(=O)[C@H]1N([C@@H]2CC([C@H]1CC2)(F)F)C([C@@H](NC2=C(C=CC(=C2)F)F)C)=O